2-butyl-nonanoic acid C(CCC)C(C(=O)O)CCCCCCC